BrC=1C=C(C=NC1N[C@@H](C)C1=CC=CC=C1)S(=O)(=O)NC 5-bromo-N-methyl-6-[[(1S)-1-phenylethyl]amino]pyridine-3-sulfonamide